(2-(oxazol-5-yl)thiazol-4-yl)methanol O1C=NC=C1C=1SC=C(N1)CO